C(#N)C=1C=C(C=NC1N1N=CC=N1)NC(=O)C=1C=NN(C1C(F)(F)F)C=1N=CC=C2C1OC=C2 N-(5-cyano-6-(2H-1,2,3-triazol-2-yl)pyridin-3-yl)-1-(furo[2,3-c]pyridin-7-yl)-5-(trifluoromethyl)-1H-pyrazole-4-carboxamide